C(C)OC(=O)C1=CN=C(S1)C1=CC(=CC=C1)Br 2-(3-bromophenyl)thiazole-5-carboxylic acid ethyl ester